4,5-methylene-adipic acid diethyl ester C(C)OC(CCC1C(C(=O)OCC)C1)=O